ethyl 2-(6-bromo-1H-indol-3-yl)-2-oxoacetate BrC1=CC=C2C(=CNC2=C1)C(C(=O)OCC)=O